C[Si](\N=C(\C)/O[Si](C)(C)C)(C)C trimethylsilyl (1Z)-N-(trimethylsilyl)ethanimidate